Cl.C(#N)C=1C=C(C=C(C1)NC1C(NC(CC1)=O)=O)NC(C)=O N-(3-cyano-5-((2,6-dioxopiperidin-3-yl)amino)phenyl)acetamide hydrochloride